(E)-1-bromo-1,2-difluoroethylene Br\C(=C\F)\F